3-METHYL-2-CYCLOHEXEN-1-OL CC1=CC(CCC1)O